Cl.NN[C@@H](CC1=CC=CC=C1)C(=O)OCC#N Cyanomethyl amino-L-phenylalaninate HCl